3-(bromodifluoromethyl)-5-chlorobenzoic acid BrC(C=1C=C(C(=O)O)C=C(C1)Cl)(F)F